(19R)-5-chloro-3-ethyl-16-fluoro-19-methyl-20-oxa-3,4,8,9,11,23-hexaazapentacyclo[19.3.1.02,6.08,12.013,18]pentacosa-1(24),2(6),4,9,11,13,15,17,21(25),22-decaen-22-amine ClC1=NN(C=2C3=CN=C(C(O[C@@H](C4=CC(=CC=C4C4=NC=NN4CC12)F)C)=C3)N)CC